4-((2,4-dichloro-5-methoxyphenyl)amino)-7-((2-(2,6-dioxopiperidin-3-yl)-4-fluoro-1-oxoisoindolin-5-yl)methoxy)-6-methoxyquinoline-3-carbonitrile ClC1=C(C=C(C(=C1)Cl)OC)NC1=C(C=NC2=CC(=C(C=C12)OC)OCC=1C(=C2CN(C(C2=CC1)=O)C1C(NC(CC1)=O)=O)F)C#N